N-(7-chloro-6-(1-(4-hydroxy-3-methyltetrahydrofuran-3-yl)piperidin-4-yl)isoquinolin-3-yl)-2-(tetrahydro-2H-pyran-4-yl)cyclopropane-1-carboxamide ClC1=C(C=C2C=C(N=CC2=C1)NC(=O)C1C(C1)C1CCOCC1)C1CCN(CC1)C1(COCC1O)C